(3-chloropyridin-2-yl)-3-((5-(trifluoromethyl)-2H-tetrazol-2-yl)methyl)-1H-pyrazole-5-carboxylic acid ClC=1C(=NC=CC1)N1N=C(C=C1C(=O)O)CN1N=C(N=N1)C(F)(F)F